N5-Methyl-N5-(4'-methyl-[1,1'-biphenyl]-3-yl)-[1,2,4]triazolo[4,3-a]quinazoline-5,8-diamine CN(C1=NC=2N(C3=CC(=CC=C13)N)C=NN2)C=2C=C(C=CC2)C2=CC=C(C=C2)C